Cl.CN1C(N(C2=C1C(=CC=C2)C2CCNCC2)C2C(NC(CC2)=O)=O)=O 3-(3-methyl-2-oxo-4-(piperidin-4-yl)-2,3-dihydro-1H-benzo[d]imidazol-1-yl)piperidine-2,6-dione hydrochloride